4-[(2-fluoro-4-(trifluoromethyl)benzyl)amino]-2-[(1-methyl-1H-pyrazol-4-yl)amino]pyrimidin-5-carboxamide FC1=C(CNC2=NC(=NC=C2C(=O)N)NC=2C=NN(C2)C)C=CC(=C1)C(F)(F)F